C(CCCCCCC)(=O)OOC(C)(C)C tertiary butyl peroxyn-octanoate